NC=1C(=NC=C(C1)S(=O)(=O)C1=CC=C(C=C1)OC(F)(F)F)C(=O)N1CC(C1)CO (3-amino-5-{[4-(trifluoromethoxy)phenyl]sulfonyl}pyridin-2-yl)[3-(hydroxymethyl)azetidin-1-yl]methanone